FC1(CCN(CC1)C(=O)C1=CC=2C3C(CN(C2N=C1)C1=CC=C(C#N)C=C1)C3)F 4-(6-(4,4-difluoropiperidine-1-carbonyl)-1,1a,2,7b-tetrahydro-3H-cyclopropa[c][1,8]naphthyridin-3-yl)benzonitrile